COC=1C(=NC=C(C1)C(F)(F)F)N1CCN(CC1)C(=O)C1CN(C1)C(=O)OC(C)(C)C tert-butyl 3-(4-(3-methoxy-5-(trifluoromethyl)pyridin-2-yl)piperazine-1-carbonyl)azetidine-1-carboxylate